O=C(C(=O)Cl)C1=CNC2=CC=C(C=C12)OC(F)(F)F 2-oxo-2-[5-(trifluoromethoxy)-1H-indol-3-yl]Acetyl chloride